FC=1C(=C(C(=O)OC)C(=C(C1O)C)O)C methyl 3-fluoro-4,6-dihydroxy-2,5-dimethylbenzoate